N(=C=O)C1=C(C=C(C=C1)C(F)(F)F)C(F)(F)F 1-Isocyanato-2,4-bis(trifluoromethyl)benzene